CN1CCN(CC1)CCNC(=O)C=1N=C(OC1C1=C(C=CC=C1)[N+](=O)[O-])C1=CC=C(C=C1)[N+](=O)[O-] (2-(4-methylpiperazin-1-yl)ethyl)-5-(2-nitrophenyl)-2-(4-nitrophenyl)oxazole-4-carboxamide